3-hydroxy-2-methyltetrahydrofuran OC1C(OCC1)C